Ortho-bis(5-Phenyl-2-indenyl)-benzol C1(=CC=CC=C1)C=1C=C2C=C(CC2=CC1)C1=C(C=CC=C1)C=1CC2=CC=C(C=C2C1)C1=CC=CC=C1